1-(4-(Benzyloxy)phenyl)-1H-1,2,3-triazole-4-carboxylic acid methyl ester COC(=O)C=1N=NN(C1)C1=CC=C(C=C1)OCC1=CC=CC=C1